bis(triethoxypropyl) sulfide C(C)OC(CCSCCC(OCC)(OCC)OCC)(OCC)OCC